ClC1=CC2=C(N(C(C(N2C)=O)=O)C2CCN(CC2)CC2=CC=CC3=C(C=CC=C23)Cl)N=C1 7-Chloro-4-(1-((5-chloronaphthalen-1-yl)methyl)piperidin-4-yl)-1-methyl-1,4-dihydropyrido[2,3-b]pyrazine-2,3-dione